ClC=1C=CC=C2C=CC=C(C12)N1CC=2N=C(N=C(C2CC1)N1CC2CCC(C1)C2N)OC[C@H]2N(CCC2)C anti-3-[7-(8-chloro-1-naphthyl)-2-[[(2S)-1-methylpyrrolidin-2-yl]methoxy]-6,8-dihydro-5H-pyrido[3,4-d]pyrimidin-4-yl]-3-azabicyclo[3.2.1]octan-8-amine